2-(((S)-morpholin-3-yl)methyl)-7-phenyl-[1,2,4]Triazolo[4,3-c]Pyrimidin-3(2H)-one N1[C@H](COCC1)CN1N=C2N(C=NC(=C2)C2=CC=CC=C2)C1=O